trans-N-(piperidin-4-ylmethyl)-2-(1-(4-(trifluoromethyl)benzenesulfonyl)indolin-5-yl)cyclopropylamine N1CCC(CC1)CN[C@H]1[C@@H](C1)C=1C=C2CCN(C2=CC1)S(=O)(=O)C1=CC=C(C=C1)C(F)(F)F